C(C)(C)(C)OC(=O)N1[C@@H](COCC1)C=1C=C(C=C2CCN(CC12)C(C(C)(C)O)=O)C=1C=C2C(=NC1)NC=C2F (R)-3-(6-(3-fluoro-1H-pyrrolo[2,3-b]pyridin-5-yl)-2-(2-hydroxy-2-methylpropanoyl)-1,2,3,4-tetrahydroisoquinolin-8-yl)morpholine-4-carboxylic acid tert-butyl ester